ClC=1C(=C2C=NNC2=C(C1F)F)C=1C=CC=2N(N1)C=C(N2)NC(=O)C2C(C2)F N-(6-(5-chloro-6,7-difluoro-1H-indazol-4-yl)imidazo[1,2-b]pyridazin-2-yl)-2-fluorocyclopropane-1-carboxamide